C(C)(=O)NCC(C1=CC=CC=C1)NC(=O)C1=CN(C=C1)C1=CC(=NC=C1C)NC1=CC=C(C=C1)F N-(2-acetamido-1-phenylethyl)-1-(2-((4-fluorophenyl)amino)-5-methylpyridin-4-yl)-1H-pyrrole-3-carboxamide